3-(5-((4-(3-bromophenyl)piperazin-1-yl)methyl)-1-oxoisoindolin-2-yl)piperidine-2,6-dione BrC=1C=C(C=CC1)N1CCN(CC1)CC=1C=C2CN(C(C2=CC1)=O)C1C(NC(CC1)=O)=O